COC=1C=C(OC2=CC=CC=3C(=C(OC32)C)CNC)C=CC1 1-[7-(3-methoxyphenoxy)-2-methyl-benzofuran-3-yl]-N-methyl-methylamine